ClC1=NC(=CC2=C(C=CC=C12)Cl)C 1,5-dichloro-3-methylisoquinoline